1,5-Dimethyl-4-[2-methyl-4-(1-methyl-1H-1,2,3-triazol-4-yl)benzenesulfonyl]-1,2,3,4-tetrahydroquinoxaline CN1CCN(C2=C(C=CC=C12)C)S(=O)(=O)C1=C(C=C(C=C1)C=1N=NN(C1)C)C